1-(6-(trifluoromethyl)pyridin-3-yl)-2-azabicyclo[3.1.0]hexane FC(C1=CC=C(C=N1)C12NCCC2C1)(F)F